1-(3-(5-methyl-3-(4-(trifluoromethyl)phenyl)-1H-pyrazolo[4,3-b]pyridin-1-yl)pyrrolidin-1-yl)prop-2-en-1-one CC1=CC=C2C(=N1)C(=NN2C2CN(CC2)C(C=C)=O)C2=CC=C(C=C2)C(F)(F)F